5,7-dichloro-2-[(4-methoxyphenyl)methyl]pyrazolo[4,3-d]pyrimidine ClC=1N=C(C=2C(N1)=CN(N2)CC2=CC=C(C=C2)OC)Cl